(Z)-2-(2-fluoro-5-(trifluoromethyl)phenylthio)-2-(3-(2-methoxyphenyl)thiazolidine-2-ylidene)acetonitrile FC1=C(C=C(C=C1)C(F)(F)F)S\C(\C#N)=C\1/SCCN1C1=C(C=CC=C1)OC